4,6-o-(1-carboxyethylidene)-beta-d-glucose C[C@]1(OC[C@@H]2[C@H](O1)[C@@H]([C@H]([C@@H](O2)O)O)O)C(=O)O